COC=1C=C2N=CC=3N(C(N4CC(OC(=C2C34)C1C=1C=NN(C1)C)C1=NC=CC=C1)=O)C 6-methoxy-2-methyl-7-(1-methyl-1H-pyrazol-4-yl)-9-(pyridin-2-yl)-9,10-dihydro-8-oxa-2,4,10a-triazanaphtho[2,1,8-cde]azulene-1(2H)-one